C(C1=CC=CC=C1)OC[C@H]1OC[C@@H](OC1)CC1C(CC(NC1)=O)=O 5-{[(2S,5R)-5-[(benzyloxy)methyl]-1,4-dioxan-2-yl]methyl}piperidine-2,4-dione